nitrobenzoyl-aniline [N+](=O)([O-])N(C1=CC=CC=C1)C(C1=CC=CC=C1)=O